CC=1C(=NC=CC1)OC1(N(CCCC1)CCC1=CC=C(C(=O)N)C(=C1)F)C 4-{[(3-methylpyridin-2-yl)oxy[methyl]piperidin-1-yl]ethyl}-6-fluorobenzamide